FC(C1=CC=C(CN2N=CC(=C2)C(=O)N2CC3(CN(C3)C(=O)C3(CC3)C(F)(F)F)[C@@H](C2)C(=O)O)C=C1)(F)F (S)-6-(1-(4-(trifluoromethyl)benzyl)-1H-pyrazole-4-carbonyl)-2-(1-(trifluoromethyl)cyclopropanecarbonyl)-2,6-diazaspiro[3.4]octane-8-carboxylic acid